N-(2-((7-(2,6-dichloro-3,5-dimethoxyphenyl)-5-((tetra-hydrofuran-3-yl)amino)-2,6-naphthyridin-3-yl)amino)-3-methylphenyl)acrylamide ClC1=C(C(=C(C=C1OC)OC)Cl)C1=NC(=C2C=C(N=CC2=C1)NC1=C(C=CC=C1C)NC(C=C)=O)NC1COCC1